COC1=CC=C(C=C1)C(CC(=O)C1=CC=C(C=C1)C(C)(C)C)=O 1-(4-Methoxyphenyl)-3-(4-tert-butylphenyl)propan-1,3-dione